4-((5-(4-benzyloxyphenyl)-2-thienyl)methyl)-N2-isobutyl-2,4-pyrimidinediamine C(C1=CC=CC=C1)OC1=CC=C(C=C1)C1=CC=C(S1)CC1(NC(=NC=C1)NCC(C)C)N